benzyl (+/-)-((2-(4-(((3S,4R)-3-fluoro-1-methylpiperidin-4-yl)amino)-1-(2,2,2-trifluoroethyl)-1H-indol-2-yl)thiazol-5-yl)methyl)carbamate F[C@H]1CN(CC[C@H]1NC1=C2C=C(N(C2=CC=C1)CC(F)(F)F)C=1SC(=CN1)CNC(OCC1=CC=CC=C1)=O)C |r|